BrC(C(=O)O)C1=C(N(C2=CC=C(C=C12)OC)C(C1=CC=C(C=C1)Cl)=O)C bromo-2-[1-(4-chlorobenzoyl)-5-methoxy-2-methyl-1H-indol-3-yl]acetic acid